3-pentyldecyl 7-((3-(1H-imidazol-1-yl)propyl)(7-oxo-7-((3-pentyldecyl)oxy)heptyl)amino)-6-((tert-butyldimethylsilyl)-oxy)heptanoate N1(C=NC=C1)CCCN(CC(CCCCC(=O)OCCC(CCCCCCC)CCCCC)O[Si](C)(C)C(C)(C)C)CCCCCCC(OCCC(CCCCCCC)CCCCC)=O